2-(cyclobutanecarbonyl)-8,8-dimethyl-7-oxo-2-azaspiro[3.5]non-5-ene-6-carbonitrile C1(CCC1)C(=O)N1CC2(C1)C=C(C(C(C2)(C)C)=O)C#N